7-nitro-3,4-dihydro-2H-1,4-benzoxazine [N+](=O)([O-])C1=CC2=C(NCCO2)C=C1